N-(6-(5-((2-methylpyridin-4-yl)amino)-1H-benzo[d]imidazol-2-yl)pyridin-3-yl)-6-morpholinylquinolin-4-amine CC1=NC=CC(=C1)NC1=CC2=C(NC(=N2)C2=CC=C(C=N2)NC2=CC=NC3=CC=C(C=C23)N2CCOCC2)C=C1